1-hydroxytetrahydro-2H-thiopyran OS1CCCCC1